p-fluorophenylethylamine hydroiodide I.FC1=CC=C(C=C1)CCN